diethyl carbonate lithium [Li].C(OCC)(OCC)=O